3-bromo-4-(cyclopentyloxy)pyridine BrC=1C=NC=CC1OC1CCCC1